17-iodoandrost-5,16-diene-3beta-ol IC=1[C@]2(C)[C@@H](CC1)[C@@H]1CC=C3C[C@H](CC[C@]3(C)[C@H]1CC2)O